(2-FORMYL-4-METHYL-PHENYL)-CARBAMIC ACID BENZYL ESTER C(C1=CC=CC=C1)OC(NC1=C(C=C(C=C1)C)C=O)=O